CC1=NN=C(O1)CNCC1=CC=C(C#N)C=C1 4-[([(5-methyl-1,3,4-oxadiazol-2-yl)methyl]amino)methyl]benzonitrile